BrC1=CC=C2[C@@]3(CC=4C(=NOC4C2=C1)N)[C@H]([C@@H]3C)F |o1:5,15,16| Rel-(1S,2S,3R)-8'-bromo-2-fluoro-3-methyl-4'H-spiro[cyclopropane-1,5'-naphtho[2,1-d]isoxazol]-3'-amine